3-(o-tolyl)butenal C1(=C(C=CC=C1)C(=CC=O)C)C